6,6-dimethyl-3-azabicyclo[3.1.0]hexane-2-carboxylate hydrochloride Cl.CC1(C2CNC(C12)C(=O)O)C